(6-ethoxy-5-hydroxypyridin-3-yl)boronic acid C(C)OC1=C(C=C(C=N1)B(O)O)O